6-(((3-oxo-3-(4-(5-(trifluoromethyl)pyrimidin-2-yl)piperazin-1-yl)propyl)amino)methyl)-4-(trifluoromethyl)pyridazin-3(2H)-one O=C(CCNCC=1C=C(C(NN1)=O)C(F)(F)F)N1CCN(CC1)C1=NC=C(C=N1)C(F)(F)F